BrC=1NC(=C(N1)C(=O)N)NC(C1=C(C=CC=C1)C(F)(F)F)=O 2-bromo-5-(2-(trifluoromethyl)benzamido)-1H-imidazole-4-carboxamide